1-(4-(4-AMINO-7-CYCLOPROPYL-7H-PYRROLO[2,3-D]PYRIMIDIN-5-YL)-2-FLUOROPHENYL)-3-(3-(1-METHYLCYCLOPROPYL)ISOXAZOL-5-YL)UREA NC=1C2=C(N=CN1)N(C=C2C2=CC(=C(C=C2)NC(=O)NC2=CC(=NO2)C2(CC2)C)F)C2CC2